N1,N3-di([1,1'-biphenyl]-4-yl)-5-(9,9-dimethyl-9H-fluoren-2-yl)-N1,N3-dimesitylbenzene-1,3-diamine C1(=CC=C(C=C1)N(C1=CC(=CC(=C1)C1=CC=2C(C3=CC=CC=C3C2C=C1)(C)C)N(C1=C(C=C(C=C1C)C)C)C1=CC=C(C=C1)C1=CC=CC=C1)C1=C(C=C(C=C1C)C)C)C1=CC=CC=C1